C=1N=CN2C1CNCC2 5,6,7,8-tetrahydroimidazo[1,5-a]pyrazin